C12(CC(C1)C2)NC(=O)C2=NC(=NC=C2)N2CC(C2)CNC(=O)C2=CC=C(C=C2)C2=NC1=C(N2)C=CC=C1C(=O)N 2-(4-(((1-(4-(bicyclo[1.1.1]pentan-1-ylcarbamoyl)pyrimidin-2-yl)azetidin-3-yl)methyl)carbamoyl)phenyl)-1H-benzo[d]imidazole-4-carboxamide